OC=C(C(=O)N)C1=CC=CC=C1 hydroxyphenylacrylamide